Dimethyl-ethanol ammonium [NH4+].CC(C)(O)C